C(C)C(C(=O)[O-])CCCC.C(C)C(C(=O)[O-])CCCC.C(C)C(C(=O)[O-])CCCC.C(CCC)[Sn+3] n-butyltin tris(2-ethylhexanoate)